2-Fluoro-N-[3-fluoro-4-(4,4,5,5-tetramethyl-1,3,2-dioxaborolan-2-yl)phenyl]prop-2-enamide FC(C(=O)NC1=CC(=C(C=C1)B1OC(C(O1)(C)C)(C)C)F)=C